ClC1=NC(=CC=C1N1CCN(CC1)CC=1C=CC=2C3=C(C(NC2C1)=O)COCC3)C(NC)=O 8-((4-(2-chloro-6-(methylcarbamoyl)pyridin-3-yl)piperazin-1-yl)methyl)-1,2,4,6-tetrahydro-5H-pyrano[3,4-c]quinolin-5-one